4'-ethynyl-2-chloro-2'-deoxyadenosine C(#C)[C@]1([C@H](C[C@@H](O1)N1C=NC=2C(N)=NC(=NC12)Cl)O)CO